O=C1C(=C(C=NN1)NC1C(CC2=CC=CC=C12)OCCC(=O)O)C(F)(F)F 3-[(1-[[6-oxo-5-(trifluoromethyl)-1,6-dihydropyridazin-4-yl]amino]-2,3-dihydro-1H-inden-2-yl)oxy]propanoic acid